4-Chloro-1H,2H,3H-pyrrolo[2,3-b]pyridine ClC1=C2C(=NC=C1)NCC2